CN1N=C(C(=C1)C1=NN2C(=NC=3C(=CC=CC3C2=N1)C(F)(F)F)N[C@H]1C(NCCCC1)=O)C (3R)-3-{[2-(1,3-dimethyl-1H-pyrazol-4-yl)-7-(trifluoromethyl)[1,2,4]triazolo[1,5-c]quinazolin-5-yl]amino}azepan-2-one